tert-butyl (R)-3-((S)-3-(2-bromo-5-(hydroxymethyl)phenyl)-1-(tert-butoxy)-1-oxopropan-2-yl)pyrrolidine-1-carboxylate BrC1=C(C=C(C=C1)CO)C[C@H](C(=O)OC(C)(C)C)[C@@H]1CN(CC1)C(=O)OC(C)(C)C